di-n-octadecylamine C(CCCCCCCCCCCCCCCCC)NCCCCCCCCCCCCCCCCCC